biphenyl-3,4'-dicarboxylic acid C1(=CC(=CC=C1)C(=O)O)C1=CC=C(C=C1)C(=O)O